2-(2-(2-cyclopropylphenyl)pyrrolidin-1-yl)-7-azaspiro[3.5]nonane C1(CC1)C1=C(C=CC=C1)C1N(CCC1)C1CC2(C1)CCNCC2